C1NCC12CC(C2)NC([O-])=O (2-Azaspiro[3.3]hept-6-yl)carbamate